CC(C)C1=CC=C(C=C1)NC(=O)N1[C@@H](CCC1)C(=O)NC1=CC=C(C=C1)C1=CC=C(C=C1)C(=O)O |r| 4'-[(1-{[4-(propan-2-yl)phenyl]carbamoyl}-DL-prolyl)amino][1,1'-biphenyl]-4-carboxylic acid